1-[4-(2,4-Difluoro-benzenesulfonyl)-phenyl]-3-(1H-pyrazol-4-ylmethyl)-urea FC1=C(C=CC(=C1)F)S(=O)(=O)C1=CC=C(C=C1)NC(=O)NCC=1C=NNC1